(2E)-N-[4-[(3-chloro-4-fluorophenyl)amino]-7-methoxy-6-quinazolinyl]-4-(1-piperidyl)-2-butenamide monohydrate O.ClC=1C=C(C=CC1F)NC1=NC=NC2=CC(=C(C=C12)NC(\C=C\CN1CCCCC1)=O)OC